O=C1CCCC=2C3=CC(=CC=C3NC12)C=1CN(CCC1)C(=O)OC(C)(C)C tert-butyl 3-(1-oxo-2,3,4,9-tetrahydro-1H-carbazol-6-yl)-5,6-dihydropyridine-1(2H)-carboxylate